COC1=CC=C(CC2=NC(=CC3=CC=CC=C23)C(=O)NCCC)C=C1 (4-methoxybenzyl)-N-propylisoquinoline-3-carboxamide